3-(4-(4-(4-((4-(2-(3-chloro-5-cyano-4-ethoxyphenyl)propan-2-yl)phenoxy) Methyl)pyrimidin-2-yl)piperazin-1-yl)piperidin-1-yl)azetidine-1-carboxylate ClC=1C=C(C=C(C1OCC)C#N)C(C)(C)C1=CC=C(OCC2=NC(=NC=C2)N2CCN(CC2)C2CCN(CC2)C2CN(C2)C(=O)[O-])C=C1